5-((3-(4-(2-(4-methoxy-phenyl)propan-2-yl)-thiazol-2-yl)ureido)meth-yl)-N-(1-methylpiperidin-4-yl)picolinamide COC1=CC=C(C=C1)C(C)(C)C=1N=C(SC1)NC(NCC=1C=CC(=NC1)C(=O)NC1CCN(CC1)C)=O